O1COC2=C1C=CC(=C2)N(C(C2=CC(=CC=C2)N2N=C(C(=C2C)F)C(F)(F)F)=O)C N-(1,3-benzodioxol-5-yl)-3-[4-fluoro-5-methyl-3-(trifluoromethyl)pyrazol-1-yl]-N-methyl-benzamide